[2-(trifluoromethyl)pyrimidin-5-yl]boronic acid FC(C1=NC=C(C=N1)B(O)O)(F)F